[Br-].COC1=C(C(=CC(=C1)OC)OC)[PH+](C1=C(C=C(C=C1OC)OC)OC)C1=C(C=C(C=C1OC)OC)OC tris(2,4,6-trimethoxyphenyl)phosphonium bromide